ClC1=NC(=CC(=C1)C1=C(C=C(C=C1)F)C=1N=COC1C)C1CC1 4-[2-(2-chloro-6-cyclopropylpyridin-4-yl)-5-fluorophenyl]-5-methyl-1,3-oxazole